ethyl (E)-3-(3-((1R,3R)-2-(2-fluoro-2-methylpropyl)-3-methyl-2,3,4,9-tetrahydro-1H-pyrido[3,4-b]indol-yl)bicyclo[1.1.1]pentan-1-yl)acrylate FC(CN1[C@@H](C=2NC3=CC=CC=C3C2C[C@H]1C)C12CC(C1)(C2)/C=C/C(=O)OCC)(C)C